CC(C)CCC[C@@H](C)[C@H]1CC[C@H]2[C@@H]3CC4C5(CCCC[C@]5(C)[C@H]3CC[C@]12C)O4 5,6-epoxy-cholestane